CN1N=CC(=C1C1=NC(=NC=C1F)N1CCC(CC1)C(=O)O)C 1-(4-(1,4-dimethyl-1H-pyrazol-5-yl)-5-fluoropyrimidin-2-yl)piperidine-4-carboxylic acid